NC=1C(N(C2=C(N1)SC(=C2)C(NO)=N)C2=CC1=C(OCCN1C1=CC=CC=C1)C=C2)=O 3-amino-N-hydroxy-2-oxo-1-(4-phenyl-3,4-dihydro-2H-benzo[b][1,4]oxazin-6-yl)-1,2-dihydrothieno[2,3-b]pyrazine-6-carboximidamide